(6R,7aS)-6-Fluoro-7a-(hydroxymethyl-d2)hexahydro-3H-pyrrolizin-3-one-6-d F[C@]1(CN2C(CC[C@]2(C1)C([2H])([2H])O)=O)[2H]